(R)-N-(1-methylpiperidin-3-yl)-1-(p-tolyl)pyrido[3,4-d]pyridazin-4-amine CN1C[C@@H](CCC1)NC=1N=NC(=C2C1C=NC=C2)C2=CC=C(C=C2)C